Cl.NC1=CC(=NC(=C1)NC1=CC=C(C=C1)C(F)(F)F)C(=O)NC1CC2=CC=CC=C2C1 4-Amino-N-(2,3-dihydro-1H-inden-2-yl)-6-((4-(trifluoromethyl)phenyl)amino)-picolinamide hydrochloride